Tert-butyl 4-[[2-(2,6-dioxo-3-piperidyl)-1-oxo-isoindolin-5-yl]amino]piperidine-1-carboxylate O=C1NC(CCC1N1C(C2=CC=C(C=C2C1)NC1CCN(CC1)C(=O)OC(C)(C)C)=O)=O